NC=1C=NC=CC1C1=NN2C(C(NCC2)=O)=C1NC1=C(C(=CC=C1)F)OC 2-(3-aminopyridin-4-yl)-3-[(3-fluoro-2-methoxyphenyl)amino]-5H,6H,7H-pyrazolo[1,5-a]pyrazin-4-one